NC1=NC(=NC(=N1)N)C1=CC=C(C=C1)C(F)(F)F 2,4-diamino-6-[4-(trifluoromethyl)phenyl]-1,3,5-triazine